7-amino-azepine NC1=CC=CC=CN1